2-methoxy-5-(3,4,5-trimethoxyphenethyl)phenol COC1=C(C=C(C=C1)CCC1=CC(=C(C(=C1)OC)OC)OC)O